C(#N)C1=CC=C(C=C1)NC(C(=O)NC=1SC2=C(N1)C=C(C(=C2)OC)OC)C2=CC=C(C=C2)S(=O)(=O)CC 2-(4-Cyano-phenylamino)-N-(5,6-dimethoxy-benzothiazol-2-yl)-2-(4-ethanesulfonyl-phenyl)-acetamide